CN1N=NC=C1C=1C=C(C=NC1)N1C=C(C=CC1=O)C(=O)OCC ethyl 1-[5-(3-methyltriazol-4-yl)-3-pyridyl]-6-oxo-pyridine-3-carboxylate